N1C=CC2=C(C=CC=C12)C=1N=C(C2=C(N1)C=CC(=N2)C=2C(=NC(=CC2)S(=O)(=O)C)C)N2[C@@H](COCC2)C (R)-4-(2-(1H-indol-4-yl)-6-(2-methyl-6-(methylsulfonyl)pyridin-3-yl)pyrido[3,2-d]pyrimidin-4-yl)-3-methylmorpholine